C(C)(C)(C)OC(=O)N[C@@H]1CC[C@H](CC1)CC(=O)O trans-(4-tert-butyloxycarbonylamino-cyclohexyl)-acetic acid